O1CCOC12CCC(CC2)N2C(CCC1=CC=CC=C21)C 1-(1,4-dioxaspiro[4.5]decan-8-yl)-2-methyl-3,4-dihydro-2H-quinoline